BrC1=CC(=C(S1)CN[C@@H]1C(NCCCC1)=O)C(=O)OC methyl (S)-5-bromo-2-(((2-oxoazepan-3-yl)amino)methyl)thiophene-3-carboxylate